BrC1=CC(=C(C(=O)O)C(=C1)F)CCCC(=O)O 4-bromo-2-(3-carboxypropyl)-6-fluorobenzoic acid